ClC1=C2C=C(NC2=C(C=C1F)F)C(=O)O 4-chloro-5,7-difluoro-1H-indole-2-carboxylic acid